FC(C1=C(C=CC(=C1)C(F)(F)F)N1N=CC(=C1C)NC(\C=C\C=1OC=CC1)=O)(F)F (E)-N-(1-(2,4-bis(trifluoromethyl)phenyl)-5-methyl-1H-pyrazol-4-yl)-3-(furan-2-yl)acrylamide